Allyl-cyclopentadiene C(C=C)C1=CC=CC1